FC=1C=C2C(=C(NC2=C(C1)F)C1=CC=C(C=C1)F)CCCNC(C)=O N-[3-[5,7-difluoro-2-(4-fluorophenyl)-1H-indol-3-yl]propyl]acetamide